Benzene-1,3,5-triamine C1(=CC(=CC(=C1)N)N)N